ClC1=NN2C(C3=CC=CC=C13)=NN=C2C2=NOC(=C2)C 3-(6-Chloro-[1,2,4]triazolo[3,4-a]phthalazin-3-yl)-5-methyl-1,2-oxazole